2-((2,4-dichlorophenyl)amino)-N-(4-phenylpyridin-3-yl)pyrimidine-4-carboxamide ClC1=C(C=CC(=C1)Cl)NC1=NC=CC(=N1)C(=O)NC=1C=NC=CC1C1=CC=CC=C1